C(N)(=O)[C@H]1N(CCC1)CC(=O)OCC ethyl (S)-2-(2-carbamoylpyrrolidin-1-yl)acetate